ethyl 2-(5-amino-3-phenyl-4-(4-sulfamoylbenzyl)-1H-pyrazol-1-yl)thiazole-4-carboxylate NC1=C(C(=NN1C=1SC=C(N1)C(=O)OCC)C1=CC=CC=C1)CC1=CC=C(C=C1)S(N)(=O)=O